[7-(carbamoylmethoxy)-[1,3]thiazolo[5,4-d]pyrimidin-2-yl]-2'-chloro-5'-methoxy-6-methyl-[4,4'-bipyridine]-3-carboxamide C(N)(=O)COC=1C2=C(N=CN1)SC(=N2)C2=NC(=CC(=C2C(=O)N)C2=CC(=NC=C2OC)Cl)C